ClC=1C(=NC=C(C1)Cl)[C@@H]1OC2=C(C=CC=C2C=C1)C1CCN(CC1)CC1=NC=2C(=NC(=CC2)C(=O)O)N1C[C@H]1OCC1 2-((4-((R)-2-(3,5-dichloropyridin-2-yl)-2H-chromen-8-yl)piperidin-1-yl)methyl)-3-(((S)-oxetan-2-yl)methyl)-3H-imidazo[4,5-b]pyridine-5-carboxylic acid